ClC1=CC2=C([C@]3(OCC2=O)C[C@@H](N(CC3)CC=3N=NN(C3)CCS(=O)(=O)C)C)S1 (2S,4R)-2'-chloro-2-methyl-1-[[1-(2-methylsulfonylethyl)triazol-4-yl]methyl]spiro[piperidine-4,7'-thieno[2,3-c]pyran]-4'-one